4-(2,6-Dimethoxy-4-propylphenyl)-3-methylindolin-2-one COC1=C(C(=CC(=C1)CCC)OC)C1=C2C(C(NC2=CC=C1)=O)C